FC1=CC=C(C=C1)NC(=O)C1(CC1)C(=O)NC1=CC=C(C=C1)OC1=CC=NC2=CC(=CC=C12)C=1C=NN(C1)CC(F)(F)F 1-N'-(4-fluorophenyl)-1-N-[4-[7-[1-(2,2,2-trifluoroethyl)pyrazol-4-yl]quinolin-4-yl]oxyphenyl]cyclopropane-1,1-dicarboxamide